N-[1-(2-methoxyethyl)piperidin-4-yl]-2-[4-(prop-2-enamido)quinolin-6-yl]pyrimidine-4-carboxamide COCCN1CCC(CC1)NC(=O)C1=NC(=NC=C1)C=1C=C2C(=CC=NC2=CC1)NC(C=C)=O